3-[(2R)-1-[4-(trifluoromethyl)-1,2-oxazol-3-yl]propan-2-yl]aniline FC(C=1C(=NOC1)C[C@@H](C)C=1C=C(N)C=CC1)(F)F